N[C@]1(CN(CC1)C1=C(C(=C(C=C1)F)C(F)(F)F)CN1C2=NC=NC(=C2N=C1)N)C(=O)NC1CC1 (R)-3-amino-1-(2-((6-amino-9H-purin-9-yl)methyl)-4-fluoro-3-(trifluoromethyl)phenyl)-N-cyclopropylpyrrolidine-3-carboxamide